tert-butyl (4-((3,4-dimethoxybenzyl)(methyl)amino)-2-methyl-4-oxobutyl)(methyl)carbamate COC=1C=C(CN(C(CC(CN(C(OC(C)(C)C)=O)C)C)=O)C)C=CC1OC